2-(4-(2-(isoxazol-3-ylamino)ethoxy)-3,5-dimethylphenyl)-5,7-dimethoxyquinazolin-4(3H)-one O1N=C(C=C1)NCCOC1=C(C=C(C=C1C)C1=NC2=CC(=CC(=C2C(N1)=O)OC)OC)C